C(C)(C)(C)OC(=O)NCC1(CCN(CC1)C=1N=CC(=NC1)SC=1C(=C(C=CC1)NC(CC(=O)OCC)=O)Cl)C ethyl 3-((3-((5-(4-(((tert-butoxycarbonyl) amino) methyl)-4-methylpiperidin-1-yl) pyrazin-2-yl) thio)-2-chlorophenyl) amino)-3-oxopropionate